C(C)(C)(C)OC(C1=CC=C(C=C1)C=1SC=C(N1)CO)=O 4-(4-(hydroxymethyl)thiazol-2-yl)benzoic acid tert-butyl ester